FC=1C(=C(C=CC1)NC1=C(NC2=C1C(NC[C@@H]2C[C@H]2OCC2)=O)C2=C(C=NC=C2)F)OC (7S)-3-[(3-fluoro-2-methoxyphenyl)amino]-2-(3-fluoropyridin-4-yl)-7-[(2R)-oxetan-2-ylmethyl]-1H,5H,6H,7H-pyrrolo[3,2-c]pyridin-4-one